[4-(trifluoromethyl)phenyl](2,4,6-trimethylphenyl)iodonium triflate [O-]S(=O)(=O)C(F)(F)F.FC(C1=CC=C(C=C1)[I+]C1=C(C=C(C=C1C)C)C)(F)F